6-chloro-3-(((R)-1-(3,6-dimethyl-2-((R*)-3-(5-methylpyrazin-2-yl)piperidin-1-yl)-4-oxo-3,4-dihydroquinazolin-8-yl)ethyl)amino)-N-(methylsulfonyl)picolinamide ClC1=CC=C(C(=N1)C(=O)NS(=O)(=O)C)N[C@H](C)C=1C=C(C=C2C(N(C(=NC12)N1C[C@@H](CCC1)C1=NC=C(N=C1)C)C)=O)C |o1:29|